O,N-Dimethyl-hydroxylamin Hydrochlorid Cl.CONC